C(C)(C)(C)OC(=O)N1C[C@H](N(CC1)C1=NC=C(C=C1)N1N=C(C=2C1=NC=NC2N)C2=CC=C(C=C2)CNC(C2=C(C=CC(=C2)F)OC)=O)C (R)-4-(5-(4-amino-3-(4-((5-fluoro-2-methoxybenzamido)methyl)phenyl)-1H-pyrazolo[3,4-d]pyrimidin-1-yl)pyridin-2-yl)-3-methylpiperazine-1-carboxylic acid tert-butyl ester